methyl (E)-4-(3,5-dichloro-4-(4-hydroxy-3-isopropylbenzyl)phenyl)but-3-enoate ClC=1C=C(C=C(C1CC1=CC(=C(C=C1)O)C(C)C)Cl)/C=C/CC(=O)OC